C(C(C)C)[C@@H](CC(=O)O)C#N (S)-3-isobutyl-3-cyanopropionic acid